C1(CCC1)N1C(=NC2=C1C=CC(=C2)NC(C)=O)C2=C(C(=C(C(=C2)OC)O)O)F N-(1-cyclobutyl-2-(2-fluoro-3,4-dihydroxy-5-methoxyphenyl)-1H-benzo[d]imidazol-5-yl)acetamide